2,6,6-trimethylcyclohex-2-en-1-one CC=1C(C(CCC1)(C)C)=O